4-(4-Aminopyrimidin-2-yl)-N-(2-methyl-5-(4-((4-methylpiperazin-1-yl)methyl)benzyloxy)phenyl)thiazol-2-amine NC1=NC(=NC=C1)C=1N=C(SC1)NC1=C(C=CC(=C1)OCC1=CC=C(C=C1)CN1CCN(CC1)C)C